S1(C=CN2C(N=CC3=CC=CC1=C23)=O)(=O)=O [1,4]thiazino[2,3,4-ij]quinazolin-5-one 1,1-dioxide